C1(CC1)C(=O)NC1=NC=CC(=C1)C1=C(C=C(C(=O)NC2CCN(CC2)CC2=CC=C(C=C2)C)C=C1)[N+](=O)[O-] 4-(2-(Cyclopropaneamido)pyridin-4-yl)-N-(1-(4-methylbenzyl)piperidin-4-yl)-3-nitrobenzamide